O1C=NC(=C1)C=NO oxazole-4-carbaldehyde oxime